cyclopropylquinolin C1(CC1)C1=NC2=CC=CC=C2C=C1